5-(4-bromo-2-(6-azaspiro[2.5]octan-6-yl)phenyl)-3-(2-(4,4-Difluoropiperidin-1-yl)-6-methylpyrimidin-4-yl)isothiazole BrC1=CC(=C(C=C1)C1=CC(=NS1)C1=NC(=NC(=C1)C)N1CCC(CC1)(F)F)N1CCC2(CC2)CC1